N-Boc-2-chloroethylamine C(=O)(OC(C)(C)C)NCCCl